Cl.ClC=1C=CC=C2C=CC=C(C12)N1CC=2C(=C(N=C(C2CC1)N1CC(NCC1)CC#N)OC[C@H]1N(CCC1)C)C#N 6-(8-chloronaphthalen-1-yl)-1-(3-(cyanomethyl)piperazin-1-yl)-3-(((S)-1-methylpyrrolidin-2-yl)methoxy)-5,6,7,8-tetrahydro-2,6-naphthyridine-4-carbonitrile Hydrochloride